FC1=CC=C(C=C1)C(N1CCN(CC1)CCNC=1C=CC=C2C=C(N(C(C12)=O)C1C(NC(CC1)=O)=O)C)C1=CC=C(C=C1)F 3-(8-((2-(4-(bis(4-fluorophenyl)methyl)piperazin-1-yl)ethyl)amino)-3-methyl-1-oxoisoquinoline-2(1H)-yl)piperidine-2,6-dione